(R)-2-((4-fluoro-3-methylphenyl)amino)-2-oxo-1-phenylethyl 3-amino-6-(1-(piperidin-4-yl)-1H-pyrazol-4-yl)pyrazine-2-carboxylate hydrochloride Cl.NC=1C(=NC(=CN1)C=1C=NN(C1)C1CCNCC1)C(=O)O[C@@H](C(=O)NC1=CC(=C(C=C1)F)C)C1=CC=CC=C1